(E)-5-(Thiophen-3-yl)nicotinaldehyde oxime S1C=C(C=C1)C=1C=NC=C(/C=N/O)C1